[N+](=O)([O-])C1=C2NC(=C1)C(=C1C=CC(=N1)C(=C1C=CC(N1)=C(C=1C=CC(N1)=C2C2=C(C(=C(C(=C2F)F)F)F)F)C2=C(C(=C(C(=C2F)F)F)F)F)C2=C(C(=C(C(=C2F)F)F)F)F)C2=C(C(=C(C(=C2F)F)F)F)F 2-nitro-5,10,15,20-tetra(pentafluorophenyl)porphyrin